4,4'-(2,2-Bis(2-cyanoethyl)propane-1,3-diyl)bis(pimelonitrile) C(#N)CCC(CC(CCC#N)CCC#N)(CC(CCC#N)CCC#N)CCC#N